Ethyl-(2,5-dimethylphenyl)(methyl)carboxamide C(C)N(C(=O)C)C1=C(C=CC(=C1)C)C